BrC1=C(C(=CC=2C(N3C(=NC12)CCC3)=O)N3C[C@@H](OCC3)C=3C=NN(C3)C3CC3)F (S)-5-bromo-7-(2-(1-cyclopropyl-1H-pyrazol-4-yl)morpholino)-6-fluoro-2,3-dihydropyrrolo[2,1-b]quinazolin-9(1H)-one